(S)-2-hydroxy-6-((1-(3-(2-methoxyethyl)pyrazine-2-carbonyl)pyrrolidin-2-yl)methoxy)benzaldehyde OC1=C(C=O)C(=CC=C1)OC[C@H]1N(CCC1)C(=O)C1=NC=CN=C1CCOC